7-oxa-2,3-diazatricyclo[6.2.1.02,6]undeca-3,5-diene-5-carboxamide C12N3N=CC(=C3OC(CC1)C2)C(=O)N